3-(2-((tert-butyldimethylsilyl) oxy)-9-propyl-9H-carbazole-3-yl)-2-cyanoacrylate [Si](C)(C)(C(C)(C)C)OC1=CC=2N(C3=CC=CC=C3C2C=C1C=C(C(=O)[O-])C#N)CCC